(S)-N-1-(4-chlorophenyl)ethyl-2-(6,8-dimethyl-4-oxopyrrolo[1,2-d][1,2,4]triazin-3(4H)yl)acetamide ClC1=CC=C(C=C1)[C@H](C)NC(CN1N=CC=2N(C1=O)C(=CC2C)C)=O